NC=1C(NC2=C3C=CC=NC3=C(C=C2C1C1=C2C=NNC2=C(C=C1)F)OC1CCC(CC1)(F)F)=O 3-amino-6-(4,4-difluorocyclohexyl)oxy-4-(7-fluoro-1H-indazol-4-yl)-1H-1,7-phenanthrolin-2-one